C(\C=C\C(=O)O)(=O)O.C(C)N(C(C1=C(C=CC(=C1)F)OC1=C(N=CN=N1)N1CC2(CN(C2)C(C(C)C)CC(CN(C)C(C)C)O)CC1)=O)C(C)C N-ethyl-5-fluoro-2-((5-(2-((3x-s,5x-r)-5-hydroxy-6-(isopropyl-(methyl)amino)-2-methylhex-3-yl)-2,6-diazaspiro[3.4]oct-6-yl)-1,2,4-triazin-6-yl)oxy)-N-isopropylbenzamide fumarate